(2S,3R)-2-[(2,2'-difluoro-3'-methyl[1,1'-biphenyl]-3-yl)methyl]-3-[(dimethyl-sulfamoyl)amino]-4,4-difluoro-N,N-dimethylpyrrolidine-1-carboxamide FC1=C(C=CC=C1C[C@@H]1N(CC([C@@H]1NS(N(C)C)(=O)=O)(F)F)C(=O)N(C)C)C1=C(C(=CC=C1)C)F